4-hydroxypyrrolidine-2-carboxylic acid methyl ester hydrochloride Cl.COC(=O)C1NCC(C1)O